di{(t-butyldimethylsilyl)amino}diethylvinylsilane [Si](C)(C)(C(C)(C)C)N[SiH](C=C(CC)CC)N[Si](C)(C)C(C)(C)C